C1(CC1)C(=O)N1CC2=C(C=C(C=C2CC1)S(=O)(=O)Cl)F 2-(Cyclopropanecarbonyl)-8-fluoro-1,2,3,4-tetrahydroisoquinoline-6-sulfonyl chloride